5-Methoxy-2-(4-methoxy-3,5-dimethyl-methylenepyridin-1(2H)-yl)-1H-benzo[d]imidazole COC1=CC2=C(NC(=N2)N2C(C(=C(C(=C2)C)OC)C)=C)C=C1